N-[2-(2-aminoethoxy)ethyl]-2-ethyl-4-[[3-[1-(3-hydroxy-2-methylpropyl)-3-(trifluoromethyl)pyrazol-4-yl]imidazo[1,2-a]pyrazin-8-yl]amino]benzamide NCCOCCNC(C1=C(C=C(C=C1)NC=1C=2N(C=CN1)C(=CN2)C=2C(=NN(C2)CC(CO)C)C(F)(F)F)CC)=O